5-Acetyl-2,3-dihydrobenzo-furan C(C)(=O)C=1C=CC2=C(CCO2)C1